BrC1=CC=CC=2N1N=C(C2C2CCC2)NC(C[C@@](C)(C2=CC=CC=C2)O)=O (S)-N-(7-bromo-3-cyclobutylpyrazolo[1,5-a]pyridin-2-yl)-3-hydroxy-3-phenylbutanamide